[O-]CC.O1CCN(CC1)[Na] morpholinosodium ethoxide